4-methoxynicotinamide salicylate C(C=1C(O)=CC=CC1)(=O)O.COC1=CC=NC=C1C(=O)N